2-(4-(2-(4-((4-fluoro-3-methylphenyl)carbamoyl)-1,3,5-trimethyl-1H-pyrrol-2-yl)-2-oxoacetamido)-4-methylpiperidin-1-yl)acetic acid FC1=C(C=C(C=C1)NC(=O)C=1C(=C(N(C1C)C)C(C(=O)NC1(CCN(CC1)CC(=O)O)C)=O)C)C